C1(CC1)CN[C@H]1CN(CCC1)C1=CCN(C=C1)C(C)N1N=NC(=C1)C1=NC(=CN=C1)N1CC(CC1)(F)F 4-((R)-3-((cyclopropylmethyl)amino)piperidin-1-yl)-1-(1-(4-(6-(3,3-difluoropyrrolidin-1-yl)pyrazin-2-yl)-1H-1,2,3-triazol-1-yl)ethyl)pyridin